2-(tert-Butyloxycarbonylamino)acetic acid C(C)(C)(C)OC(=O)NCC(=O)O